N1N=CC(=C1)CN1CCC(CC1)C=1C=C2C(=C(NC2=CC1)C1=CC(=NC(=C1)C)C)C(C)C 5-(1-((1H-pyrazol-4-yl)methyl)piperidin-4-yl)-2-(2,6-dimethylpyridin-4-yl)-3-isopropyl-1H-indole